(5-bromothiophen-2-yl)(3,4-difluoro-5-methoxyphenyl)methanone BrC1=CC=C(S1)C(=O)C1=CC(=C(C(=C1)OC)F)F